1-(7-(8-Ethyl-7-fluoro-3-hydroxynaphthalen-1-yl)-8-fluoro-2-(((2R,7aS)-2-fluorotetrahydro-1H-pyrrolizin-7a(5H)-yl)methoxy)pyrido[4,3-d]pyrimidin-4-yl)-3-hydroxypiperidine-3-carboxamide C(C)C=1C(=CC=C2C=C(C=C(C12)C1=C(C=2N=C(N=C(C2C=N1)N1CC(CCC1)(C(=O)N)O)OC[C@]12CCCN2C[C@@H](C1)F)F)O)F